FC1=CC=C(CC2=CC3=C(OC[C@@H](N3C(=O)OCC3=CC=CC=C3)C)N=C2NC(C(F)(F)F)=O)C=C1 benzyl (S)-7-(4-fluorobenzyl)-2-methyl-6-(2,2,2-trifluoroacetamido)-2,3-dihydro-1H-pyrido[2,3-b][1,4]oxazine-1-carboxylate